(3,4-dimethoxy-2-nitrobenzyloxy)triphenylsilane COC=1C(=C(CO[Si](C2=CC=CC=C2)(C2=CC=CC=C2)C2=CC=CC=C2)C=CC1OC)[N+](=O)[O-]